ClC1=CC=C(C=C1)C=1N=CN(C1)CC(=O)OC(C)(C)C tert-butyl 2-[4-(4-chlorophenyl)imidazol-1-yl]acetate